hexadecdien-1-ol C(=CC=CCCCCCCCCCCCC)O